water arsenite [As](O)(O)O.O